ClC1=CC(=C(N=N1)C#CC1CCN(CC1)C(=O)OC(C)(C)C)NC1CC1 tert-butyl 4-([6-chloro-4-(cyclopropylamino)pyridazin-3-yl]ethynyl)piperidine-1-carboxylate